5-oxa-8-azaspiro[3.5]nonan-6-ylmethanol C1CCC12OC(CNC2)CO